[Cl-].[Cl-].C1(=CC=CC=C1)P(C1=CC=CC=C1)C1=CC=CC=C1.C1(=CC=CC=C1)P(C1=CC=CC=C1)C1=CC=CC=C1.[Pd+2] Palladium bis(triphenylphosphine) dichloride